(Z)-1-(3,4-difluorobenzyl)-3-((3,5-dimethyl-1H-pyrrol-2-yl)methylene)-5-amino-2-indolone FC=1C=C(CN2C(\C(\C3=CC(=CC=C23)N)=C/C=2NC(=CC2C)C)=O)C=CC1F